FC(C=1OC(=NN1)C1=CC(=CC(=C1)C=1N(C=CN1)CC=1N=C(OC1)C)F)F 2-(difluoromethyl)-5-(3-fluoro-5-{1-[(2-methyl-1,3-oxazol-4-yl)methyl]-1H-imidazol-2-yl}phenyl)-1,3,4-oxadiazole